ClC1=C(C(=O)OC)C(=CC=C1C(F)(F)F)N1CCC(CCC1)(F)F methyl 2-chloro-6-(4,4-difluoroazepan-1-yl)-3-trifluoromethylbenzoate